OC1CCN(CC1)CCONC(=O)C1=CC=C(C=C1)N\C(=C\1/C(NC2=CC(=C(C=C12)C)C(=O)OC)=O)\C1=CC=CC=C1 (Z)-Methyl 3-(((4-((2-(4-hydroxypiperidin-1-yl)ethoxy)carbamoyl)phenyl)amino)(phenyl)methylene)-5-methyl-2-oxoindoline-6-carboxylate